ClC=1C(=CC(=NC1)OC)C1=CC(=NN1)C(=O)N1CCC(CC1)C(=O)NCC1=NOC=N1 1-[5-(5-chloro-2-methoxypyridin-4-yl)-1H-pyrazole-3-carbonyl]-N-[(1,2,4-oxadiazol-3-yl)methyl]piperidine-4-carboxamide